COC1=CC=C(C2=C1NC(=N2)NC(=O)C2=NNC=N2)C2CCOCC2 1H-[1,2,4]Triazole-3-carboxylic acid [7-methoxy-4-(tetrahydro-pyran-4-yl)-1H-benzoimidazol-2-yl]-amide